COC1=NC(=CC=C1)N1CCC(CC1)N1CCN(CC1)C 2-methoxy-6-(4-(4-methylpiperazin-1-yl)piperidin-1-yl)pyridin